(2R,3S)-3-methylhexa-5-en-2-sulfonamide C[C@H]([C@@H](C)S(=O)(=O)N)CC=C